1-[4-(2-bromo-5-fluorophenoxy)piperidin-1-yl]-2-{3-[(2R,6S)-2,6-dimethylmorpholine-4-carbonyl]-5,6-dihydrocyclopenta[c]pyrazol-1(4H)-yl}ethan-1-one BrC1=C(OC2CCN(CC2)C(CN2N=C(C3=C2CCC3)C(=O)N3C[C@H](O[C@H](C3)C)C)=O)C=C(C=C1)F